(Diphenyl Hydrogen Phosphite) Phosphorus [P+3].C1(=CC=CC=C1)P(O)([O-])([O-])C1=CC=CC=C1.C1(=CC=CC=C1)P(O)([O-])([O-])C1=CC=CC=C1.C1(=CC=CC=C1)P(O)([O-])([O-])C1=CC=CC=C1.[P+3]